N-(2-bromo-5-fluoro-4-methylphenyl)acetamide BrC1=C(C=C(C(=C1)C)F)NC(C)=O